C(C)(C)[C@H]1N=C([C@@H](N=C1OC)CC1=CC=C(C=2N1C=CN2)C2=NC(=CC=C2C(F)(F)F)C)OC 5-(((2S,5R)-5-isopropyl-3,6-dimethoxy-2,5-dihydropyrazin-2-yl)methyl)-8-(6-methyl-3-(trifluoromethyl)pyridin-2-yl)imidazo[1,2-a]pyridine